(3r,4r,5s)-4-acetamido-5-amino-3-(1-ethylpropoxy)-1-cyclohexene-1-carboxylic acid C(C)(=O)N[C@H]1[C@@H](C=C(C[C@@H]1N)C(=O)O)OC(CC)CC